Dimethyl(2-methacryloyloxyethyl)(4-sulfonatobutyl)aminium C[N+](CCCCS(=O)(=O)[O-])(CCOC(C(=C)C)=O)C